CC1=C(C(=NO1)C=1C=NC(=CC1)C(F)(F)F)COC=1C=C2CCN(CC2=CN1)C(=O)OC(C)(C)C tert-butyl 6-({5-methyl-3-[6-(trifluoromethyl)pyridin-3-yl]-1,2-oxazol-4-yl}methoxy)-1,2,3,4-tetrahydro-2,7-naphthyridine-2-carboxylate